C12(CC3(CC(CC(C1)C3)C2)C2=CC=C(C=C2)O)C2=CC=C(C=C2)O 4,4'-((1s,3s,5r,7r)-adamantane-1,3-diyl)diphenol